tert-butyl 4-methyl-7H-spiro[furo[3,4-b]pyridine-5,4'-piperidine]-1'-carboxylate CC1=C2C(=NC=C1)COC21CCN(CC1)C(=O)OC(C)(C)C